CC1=C(C=C(C(=N1)OCC1=CC=C(C=C1)C(F)(F)F)C#N)C(=O)N1CCC(CC1)C1=NOC(=N1)C 6-methyl-5-[4-(5-methyl-1,2,4-oxadiazol-3-yl)piperidine-1-carbonyl]-2-[[4-(trifluoromethyl)phenyl]methoxy]-pyridine-3-carbonitrile